ClC1=C(C=CC=C1)C1=CC=NC2=CC(=CC=C12)O[C@@H](C(=O)OC(C)C)C isopropyl (2R)-2-[[4-(2-chlorophenyl)-7-quinolyl]oxy]propanoate